3-chloro-5-iodo-benzotrifluoride ClC=1C=C(C=C(C1)I)C(F)(F)F